BrC1=C(C(=C(C=C1)[C@@H]1C(CN(CC1)C1CCN(CC1)C(=O)OC(C)(C)C)(F)F)F)F tert-butyl 4-[(4R)-4-(4-bromo-2,3-difluoro-phenyl)-3,3-difluoro-1-piperidyl]piperidine-1-carboxylate